methyl 3-(cyclopropylmethyl)pyridine-4-carboxylate C1(CC1)CC=1C=NC=CC1C(=O)OC